FC1=C(C(=CC=C1)F)CC 1-(2,6-difluorophenyl)ethane